C(C)NC1=CC(=CC(=N1)N1C(C2=CC(=CC(=C2C1)C(F)(F)F)CN1C[C@@H](CC1)O)=O)C1=C(C=CC=C1)C1=NN=CN1C (R)-2-(6-(Ethylamino)-4-(2-(4-methyl-4H-1,2,4-triazol-3-yl)phenyl)pyridin-2-yl)-6-((3-hydroxypyrrolidin-1-yl)methyl)-4-(trifluoromethyl)isoindolin-1-one